BrC=1C=NN2C1N=C1C(=C2N[C@@H]2C[C@H](CC2)N)CC(C12CCCC2)C (1S,3S)-N1-(3-bromo-6-methyl-6,7-dihydrospiro[cyclopenta[d]pyrazolo[1,5-a]pyrimidine-5,1'-cyclopentane]-8-yl)cyclopentane-1,3-diamine